OCCC(C)NC=O N-(3-hydroxy-1-methylpropyl)formamide